N(C(=N)N)[C@@H](C(=O)NC1=CC=C(C=C1)S(=O)(=O)NC1=C(N=CS1)C(=O)O)C 5-[[4-[[(2R)-2-guanidinopropionyl]amino]phenyl]sulfonylamino]thiazole-4-carboxylic acid